C1(=CC=CC=C1)C(CCC(C#CC=1C=C(C=CC1)C)CC(F)(F)F)=O 1-phenyl-6-(m-tolyl)-4-(2,2,2-trifluoroethyl)hex-5-yn-1-one